CN1N=C(N=N1)C=1C=C(C=CC1)C(=O)NCCN1CC2=CC=C(C=C2C1=O)C(=O)OC Methyl 2-(2-{[3-(2-methyl-2H-1,2,3,4-tetrazol-5-yl)phenyl]formamido}ethyl)-3-oxo-2,3-dihydro-1H-isoindole-5-carboxylate